CNC1=NC(N(C2=CC(=CC=C12)C(F)(F)F)CC1=CN=CO1)=O 4-(Methylamino)-1-(oxazol-5-ylmethyl)-7-(trifluoromethyl)quinazolin-2(1H)-one